4H-CYCLOPENTA[D]THIAZOLE-2-CARBOXALDEHYDE S1C(=NC2=C1C=CC2)C=O